C1(=CC=CC2=CC=CC=C12)C1=C(NC2=CC=CC=C2)C=CC=C1 2-(naphthalen-1-yl)-N-phenylaniline